COC1=C(C=C(C=C1)C)[C@]1([C@H](C1)C1=CC=C(C=C1)C(F)(F)F)C(=O)NS(=O)(=O)C=1C=2C=CC(=NC2C=CC1)C (1S,2R)-1-(2-methoxy-5-methylphenyl)-N-(2-methylquinoline-5-sulfonyl)-2-[4-(trifluoromethyl)phenyl]cyclopropane-1-carboxamide